C(C)(C)(C)C=1C(=C(C=CC1)C=1NC(=C(N1)C)C)O 2-(3-t-butyl-2-hydroxyphenyl)-4,5-dimethylimidazole